S1C(=NC2=C1C=CC=C2)NC(=O)C=2C=CC=C1CCN(CC21)C=2SC(=C(N2)C(=O)NS(=O)(=O)CCCCCCCCC(=O)O)CCCOC2=C(C=C(C=C2)C#CCN(C)C)F 9-(N-(2-(8-(benzo[d]thiazol-2-ylcarbamoyl)-3,4-dihydroisoquinolin-2(1H)-yl)-5-(3-(4-(3-(dimethylamino)prop-1-yn-1-yl)-2-fluorophenoxy)propyl)thiazole-4-carbonyl)sulfamoyl)nonanoic acid